FC(C(C(F)(F)F)=C1CC2=C(C(=O)OC2=O)C=C1)(F)F 4-(hexafluoroisopropylidene)phthalic anhydride